Isopropyl-pyranone C(C)(C)C=1C(OC=CC1)=O